2-(2,3-Dimethyl-1H-indol-6-yl)-2-(3,5-dimethylphenyl)-2-(4-hydroxyphenyl)acetonitrile CC=1NC2=CC(=CC=C2C1C)C(C#N)(C1=CC=C(C=C1)O)C1=CC(=CC(=C1)C)C